Cl[C@@H](C(=O)Cl)F (2S)-2-chloro-2-fluoro-acetyl chloride